(S)-methyl 2-((1R,2S,5S)-3-(7-chloro-1H-indole-2-carbonyl)-6,6-dimethyl-3-azabicyclo[3.1.0]hexane-2-carboxamido)-3-((S)-2-oxopiperidin-3-yl)propanoate ClC=1C=CC=C2C=C(NC12)C(=O)N1[C@@H]([C@H]2C([C@H]2C1)(C)C)C(=O)N[C@H](C(=O)OC)C[C@H]1C(NCCC1)=O